2,6-bis(3,5-di-t-butyl-4-hydroxyphenyl)-1,4-benzoquinone C(C)(C)(C)C=1C=C(C=C(C1O)C(C)(C)C)C=1C(C(=CC(C1)=O)C1=CC(=C(C(=C1)C(C)(C)C)O)C(C)(C)C)=O